hexamethylenediamine hydroxide [OH-].NCCCCCCN